[Fe].FC=1C(=C(C(=O)N)C=C(C1F)CC1=C(C(=NC=C1)N=S(=O)(NC)C)F)NC1=C(C=C(C=C1)I)F 3,4-Difluoro-2-(2-fluoro-4-iodoanilino)-5-[[3-fluoro-2-[[methyl-(methylamino)-oxo-λ6-sulfanylidene]amino]pyridine-4-yl]Methyl]Benzamide Iron